C1(CC1)C1=NC=NC(=C1C1=NC=C2C(=N1)N(S(C2)(=O)=O)CC21CCC(CC2)(CC1)C=1N(C=C(N1)C(F)(F)F)C(C)C)OC 6-(4-cyclopropyl-6-methoxy-pyrimidin-5-yl)-1-[[4-[1-isopropyl-4-(trifluoromethyl)imidazol-2-yl]-1-bicyclo[2.2.2]octanyl]methyl]-3H-isothiazolo[3,4-d]pyrimidine 2,2-dioxide